ClC1=CC(=C(COC2=CC=CC(=N2)C2=C(C=C(CC3=NC4=C(N3CC3=CC=CN3)C=C(C=C4)C(=O)O)C=C2)F)C=C1)F 2-(4-(6-((4-chloro-2-fluorobenzyl)oxy)pyridin-2-yl)-3-fluorobenzyl)-1-(Azol-5-ylmethyl)-1H-benzo[d]Imidazole-6-carboxylic acid